O1CCN(CC1)CCOC1=CC=C(C=C1)C1=CC=2C(NC=C(C2S1)[N+](=O)[O-])=O 4-(2-morpholinoethoxy)phenyl-7-nitrothieno[3,2-c]pyridin-4(5H)-one